1-((5-Nitro-2-(pent-yn-1-yl)phenyl)sulfonyl)azepane [N+](=O)([O-])C=1C=CC(=C(C1)S(=O)(=O)N1CCCCCC1)C#CCCC